OCCC1(C(=O)O)C=CC(C(=O)O)(C=C1)CCO.ON1C(CCC1=O)=O N-hydroxysuccinimide 1,4-bis(2-hydroxyethyl)terephthalate